C(=O)C=1N=C2CCCN(C2=CC1)C(=O)OC(C)(C)C tert-butyl 6-formyl-3,4-dihydro-1,5-naphthyridine-1(2H)-carboxylate